3-(2-(2-methoxypyridin-4-yl)ethyl)quinazolin-4(3H)-one COC1=NC=CC(=C1)CCN1C=NC2=CC=CC=C2C1=O